C=C1C(=O)OCC1 ALPHA-METHYLENE-GAMMA-BUTYROLACTONE